COP(=O)(OC)C(CCC1=CC2=C(S1)C=C(C(=C2F)OCCCOC2=C(C1=C(SC(=C1)C(CC(C(=O)O)(C)C)=O)C=C2OC)F)OC)(C)C 4-(5-(3-((2-(3-(dimethoxyphosphoryl)-3-methylbutyl)-4-fluoro-6-methoxybenzo[b]thiophen-5-yl)oxy)propoxy)-4-fluoro-6-methoxybenzo[b]thiophen-2-yl)-2,2-dimethyl-4-oxobutanoic acid